6-(3-fluorophenyl)-N-(3-methyl-4-(2-methylpyridin-4-yl)benzyl)-2,7-naphthyridin-1-amine FC=1C=C(C=CC1)C=1C=C2C=CN=C(C2=CN1)NCC1=CC(=C(C=C1)C1=CC(=NC=C1)C)C